NC(CC(=O)O)CCCN beta-lysine